NC1=C(C(=NC(=N1)C=1C=C(C=CC1)C)OCCO)OC1=C(C=CC=C1)OC 2-((6-amino-5-(2-methoxyphenoxy)-2-(m-tolyl)pyrimidin-4-yl)oxy)ethan-1-ol